5,10,15,20-tetrakis(4-chlorophenyl)porphyrin iron (II) [Fe+2].ClC1=CC=C(C=C1)C=1C2=CC=C(N2)C(=C2C=CC(C(=C3C=CC(=C(C=4C=CC1N4)C4=CC=C(C=C4)Cl)N3)C3=CC=C(C=C3)Cl)=N2)C2=CC=C(C=C2)Cl